N-(6-(2-(((1S,3R,4S)-4-(dimethylamino)-3-fluorocyclohexyl)-amino)-8-isopropyl-7-oxo-7,8-dihydropyrido-[2,3-d]pyrimidin-6-yl)pyridin-3-yl)-3,3,3-trifluoropropane-1-sulfonamide CN([C@@H]1[C@@H](C[C@H](CC1)NC=1N=CC2=C(N1)N(C(C(=C2)C2=CC=C(C=N2)NS(=O)(=O)CCC(F)(F)F)=O)C(C)C)F)C